ClC=1C=C(C=CC1F)C1=CC(=CC=C1)[C@H](C(=O)N1CC2=C(CCC1)N=C(NC2=O)C2(CC2)C2=CC(=CC=C2)Cl)O (R)-6-(2-(3'-chloro-4'-fluoro-[1,1'-biphenyl]-3-yl)-2-hydroxyacetyl)-2-(1-(3-chlorophenyl)cyclopropyl)-3,5,6,7,8,9-hexahydro-4H-pyrimido[5,4-c]azepin-4-one